C(C)OC(=O)C1=NN2C(NC=3C=CC=CC3C2=N1)=O 5-oxo-5,6-dihydro[1,2,4]triazolo[1,5-c]quinazoline-2-carboxylic acid ethyl ester